3-(4,4,5,5-tetramethyl-[1,3,2]dioxaborolane-2-yl)-dibenzofuran CC1(OB(OC1(C)C)C=1C=CC2=C(OC3=C2C=CC=C3)C1)C